racemic-2-methyl-2-propanesulfinamide CC(C)(C)[S@@](=O)N |r|